1-(4-(2-chloro-6-((4-methoxybenzyl)amino)pyridin-4-yl)piperazin-1-yl)ethan-1-one ClC1=NC(=CC(=C1)N1CCN(CC1)C(C)=O)NCC1=CC=C(C=C1)OC